5-butylsulfonyl-2-(2-hydroxy-3-α-cumyl-5-tert-octylphenyl)-2H-benzotriazole C(CCC)S(=O)(=O)C1=CC=2C(=NN(N2)C2=C(C(=CC(=C2)C(C)(C)CC(C)(C)C)C(C)(C)C2=CC=CC=C2)O)C=C1